(E)-3-(naphthalen-2-ylsulfonyl)-1-phenylprop-2-en-1-one C1=C(C=CC2=CC=CC=C12)S(=O)(=O)/C=C/C(=O)C1=CC=CC=C1